tert-butyl 7-((2-((tert-butyldiphenylsilyl)oxy)ethyl)sulfonyl)-2-(3-(3-(methoxycarbonyl)but-3-en-1-yl)phenyl)-2,6,6-trimethylheptanoate [Si](C1=CC=CC=C1)(C1=CC=CC=C1)(C(C)(C)C)OCCS(=O)(=O)CC(CCCC(C(=O)OC(C)(C)C)(C)C1=CC(=CC=C1)CCC(=C)C(=O)OC)(C)C